FC(C1=NN=C2N1C=CC(=C2C)C(C(C(=O)OC(C)(C)C)(C)C)C2=NC=C(C(=C2)CO)C)F tert-Butyl 3-(3-(difluoromethyl)-8-methyl-[1,2,4]triazolo[4,3-a]pyridin-7-yl)-3-(4-(hydroxymethyl)-5-methylpyridin-2-yl)-2,2-dimethylpropanoate